C1(=CC=CC=C1)C1=NC=CC=C1.C1(=CC=CC=C1)C1=NC=CC=C1.[Ir+] iridium(1+) bis(2-phenylpyridine)